C(C)N(CCNC(=O)C1=C(NC(=C1C)\C=C\1/C(NC2=C(C=C(C=C12)C1=C(C2=C(OCCN2)N=C1)C)F)=O)C)CC (Z)-N-(2-(diethylamino)ethyl)-5-((7-fluoro-5-(8-methyl-2,3-dihydro-1H-pyrido[2,3-b][1,4]oxazin-7-yl)-2-oxoindolin-3-ylidene)methyl)-2,4-dimethyl-1H-pyrrole-3-carboxamide